O=C1SCCCC1 oxothiane